2-[6-amino-5-[8-[2-[3-(5-oxa-8-azaspiro[3.5]nonan-8-yl)prop-1-ynyl]-4-pyridinyl]-3,8-diazabicyclo[3.2.1]oct-3-yl]pyridazin-3-yl]phenol NC1=C(C=C(N=N1)C1=C(C=CC=C1)O)N1CC2CCC(C1)N2C2=CC(=NC=C2)C#CCN2CCOC1(CCC1)C2